tin silicon germanium tin antimony [Sb].[Sn].[Ge].[Si].[Sn]